(S)-8-(5-(3-cyanophenyl)thiazol-2-yl)-9-oxooctahydro-2H-pyrazino[1,2-a]pyrazine-2-carbonitrile C(#N)C=1C=C(C=CC1)C1=CN=C(S1)N1C([C@H]2N(CCN(C2)C#N)CC1)=O